O1C=C(C2=C1C=CC=C2)C=2C=CC=1N(C2)C=CN1 6-(Benzofuran-3-yl)imidazo[1,2-a]pyridine